2-[1-[2-(5-Fluoroisoindolin-2-yl)-3,6-dimethyl-4-oxo-chromen-8-yl]ethylamino]benzoic acid FC=1C=C2CN(CC2=CC1)C=1OC2=C(C=C(C=C2C(C1C)=O)C)C(C)NC1=C(C(=O)O)C=CC=C1